C(CCCCCCCCCCCCCCCCC)(=O)[O-].C(CCCCCCCCCCCCCCCCC)(=O)[O-].[Al+2] aluminium di-stearate